Cl.NC1=NC(=CC(=N1)C1=CCC2(CC(NC2)C(=O)O)CC1)O[C@@H](C(F)(F)F)C1=C(C=C(C=C1)Cl)C=1CCOCC1 8-(2-amino-6-((R)-1-(4-chloro-2-(3,6-dihydro-2H-pyran-4-yl)phenyl)-2,2,2-trifluoroethoxy)pyrimidine-4-yl)-2-azaspiro[4.5]dec-7-ene-3-carboxylic acid hydrochloride